[3-fluoro-4-(trifluoromethoxy)phenyl]-[4-(2-tetrahydropyran-4-yl-3H-imidazo[4,5-b]pyridin-7-yl)-1-piperidyl]methanone FC=1C=C(C=CC1OC(F)(F)F)C(=O)N1CCC(CC1)C1=C2C(=NC=C1)NC(=N2)C2CCOCC2